CN(C1=CC=C(C=N1)C=1C=CC2=C(C=C(S2)CN2C(NN=C2)=O)C1)C 4-({5-[6-(dimethylamino)pyridin-3-yl]-1-benzothien-2-yl}methyl)-2,4-dihydro-3H-1,2,4-triazol-3-one